benzyl 4-(2-(tert-butoxy)-2-oxoethyl)-[1,4'-bipiperidine]-1'-carboxylate C(C)(C)(C)OC(CC1CCN(CC1)C1CCN(CC1)C(=O)OCC1=CC=CC=C1)=O